(S)-6,7-Dichloro-8-methoxy-1-methyl-N-(methylsulfonyl)-1,3-dihydro-2H-pyrrolo[3,4-c]quinoline-2-carboxamide ClC1=C(C(=CC=2C3=C(C=NC12)CN([C@H]3C)C(=O)NS(=O)(=O)C)OC)Cl